2-((1-(1-methylpiperidin-4-yl)-1H-pyrazol-4-yl)amino)-4-((3-(3-oxo-1,4-oxazepin-4-yl)propyl)amino)pyrimidine-5-carbonitrile CN1CCC(CC1)N1N=CC(=C1)NC1=NC=C(C(=N1)NCCCN1C(COC=CC1)=O)C#N